CC=1[C@@H](C=CCC1)C(=O)O (1R)-2-Methyl-2,5-cyclohexadiene-1-carboxylic acid